FC1=C(C(=C(C(=C1F)F)F)F)[B-](C1=C(C(=C(C(=C1F)F)F)F)F)(C1=C(C(=C(C(=C1F)F)F)F)F)C1=C(C(=C(C(=C1F)F)F)F)F.C[NH+](C1=CC=C(C=C1)CCCCCCCCCC)CCCCCCCCCCCCCCCCCC N-methyl-4-decyl-N-octadecyl-anilinium tetrakis(perfluorophenyl)borate